[Na+].N[C@@H](C)C(=O)[O-] alanine, sodium salt